2,7-dichloro-4-((1R,5S)-8,8-difluoro-3-azabicyclo[3.2.1]octane-3-yl)-8-fluoropyrido[4,3-d]pyrimidine ClC=1N=C(C2=C(N1)C(=C(N=C2)Cl)F)N2C[C@H]1CC[C@@H](C2)C1(F)F